Ethyl 5-((benzyloxy) methyl)-6,7-dihydro-5H-pyrazolo[5,1-b][1,3]oxazine-2-carboxylate C(C1=CC=CC=C1)OCC1CCN2C(O1)=CC(=N2)C(=O)OCC